4-trimethylpentan-2-yldithiobenzoate CC(C(CCC)C1=CC=C(C(=S)[S-])C=C1)(C)C